ClC=1C=C(C=CC1OC)B(O)O (3-chloro-4-methoxyphenyl)boronic acid